(2Z)-2-[(4-Fluorophenyl)imino]-3-(4-methoxyphenyl)-1,3-thiazolidin-4-one FC1=CC=C(C=C1)\N=C\1/SCC(N1C1=CC=C(C=C1)OC)=O